N-(prop-2-yn-1-yl)propionamide C(C#C)NC(CC)=O